FC1=C(C=C(C=C1)F)[C@H]1N(CCNC1)C(=O)N1CC2(CCCC2)[C@@H](CC1)CN1C=NC(=CC1=O)C1=C(C=CC=C1)OC 3-(((R)-7-((R)-2-(2,5-Difluorophenyl)piperazine-1-carbonyl)-7-azaspiro[4.5]decan-10-yl)methyl)-6-(2-methoxyphenyl)pyrimidin-4(3H)-one